N-sulfonylformamidine S(=O)(=O)=NC=N